6-(trimethylstannyl)pyrimidine C[Sn](C1=CC=NC=N1)(C)C